C(=O)O.FC(CN1C(NC(C=C1)=O)=O)F 1-(2,2-difluoroethyl)pyrimidine-2,4(1H,3H)-dione, formic acid salt